BrC1=CN2C(S1)=C(C=N2)C(=O)NC=2C=C(C=NC2C)NC(CC2CN(C2)C(=O)OC(C)(C)C)=O tert-butyl 3-(2-((5-(2-bromopyrazolo[5,1-b]thiazole-7-carboxamido)-6-methylpyridin-3-yl)amino)-2-oxoethyl)azetidine-1-carboxylate